C(C(=C)C)(=O)OCCOC(C(=C1C2=CC=CC=C2SC=2C=CC=CC12)C#N)=O 2-(2-cyano-2-(9H-thioxanthen-9-ylidene) acetoxy)ethyl methacrylate